COC1=CC=C(CN(S(=O)(=O)[C@H](C(C)C)[C@@H](CC=C)C)CC2=CC=C(C=C2)OC)C=C1 (3R,4R)-N,N-BIS(4-METHOXYBENZYL)-2,4-DIMETHYLHEPT-6-ENE-3-SULFONAMIDE